CC1(C2CCC(C2)C1=C)C The molecule is a monoterpene with a bicyclic skeleton that is bicyclo[2.2.1]heptane substituted by geminal methyl groups at position 2 and a methylidene group at position 3. It is a widespread natural product found in many essential oils. It has a role as a plant metabolite and a fragrance. It is a monoterpene and a carbobicyclic compound.